2-hydroxy-2-(phosphonomethyl)succinic acid OC(C(=O)O)(CC(=O)O)CP(=O)(O)O